C[C@@H]1[C@]23C[C@H]([C@@]14[C@@]5([C@H]2N(CC5)CC=C3)C6=CC=CC=C6N4)C(=O)OC The molecule is a monoterpenoid indole alkaloid with formula C21H24N2O2, isolated from several plant species. It has a role as a plant metabolite. It is a monoterpenoid indole alkaloid, a tertiary amino compound, a methyl ester and an organic heteropentacyclic compound.